(R)-1-((3R,4R)-4-(2-chloro-6-fluorophenyl)-1-(2,2,2-trifluoroethyl)pyrrolidine-3-carbonyl)-4-fluoro-N-((R,E)-4-(methylsulfonyl)but-3-en-2-yl)azepane-4-carboxamide ClC1=C(C(=CC=C1)F)[C@H]1[C@H](CN(C1)CC(F)(F)F)C(=O)N1CC[C@](CCC1)(C(=O)N[C@H](C)\C=C\S(=O)(=O)C)F